4-methyl-1-(1-methylethyl)-3-cyclohexene-1-ol CC1=CCC(CC1)(O)C(C)C